FC1(CCC(CC1)N(C(OC(C)(C)C)=O)C1=NC(=NC(=C1)C1COCCC1(F)F)N1N=C(C=C1)C)F tert-butyl (4,4-difluorocyclohexyl)(6-(4,4-difluorotetrahydro-2H-pyran-3-yl)-2-(3-methyl-1H-pyrazol-1-yl)pyrimidin-4-yl)carbamate